Cl.N1[C@@H](CCC1)C1=NN(C(=C1)C#N)C 3-((2S)-pyrrolidin-2-yl)-1-methyl-1H-pyrazole-5-carbonitrile hydrochloride